BrC(CN(S(=O)(=O)C1=CC=C(C=C1)C)CC=CC1=CC=CC=C1)=C N-(2-bromoallyl)-N-cinnamyl-4-methylbenzenesulfonamide